C(=O)C1=C(C#N)C(=CC=C1)OC 2-FORMYL-6-METHOXYBENZONITRILE